1-(3-(4-chloro-3-ethyl-1H-pyrrolo[2,3-b]pyridin-5-yl)phenyl)-4-(2-methoxyacetyl)piperazin-2-one ClC1=C2C(=NC=C1C=1C=C(C=CC1)N1C(CN(CC1)C(COC)=O)=O)NC=C2CC